Methyl 1-(pyridin-2-ylcarbonyl)pyrrolidine-3-carboxylate N1=C(C=CC=C1)C(=O)N1CC(CC1)C(=O)OC